7-methyl-5-(3-methylisoxazol-5-yl)pyrazolo[1,5-a]Pyrimidine-3-carboxylic acid CC1=CC(=NC=2N1N=CC2C(=O)O)C2=CC(=NO2)C